C(C1=CC=CC=C1)N(C1C=CCCC1)CC1=CC=CC=C1 N,N-dibenzylcyclohex-2-en-1-amine